BrC1=CC=C(CN2C(CC[C@@]3([C@@H]4[C@@H](CC=C23)[C@@H](C(=CC4=O)C)CCC#N)C)=O)C=C1 3-((6aS,7S,10aS,10bR)-4-(4-bromobenzyl)-8,10b-dimethyl-3,10-dioxo-1,2,3,4,6,6a,7,10,10a,10b-decahydrobenzo[f]quinolin-7-yl)propanenitrile